C[C@@H]1C[C@@H](N(C1=O)C(=O)OC(C)(C)C)C(=O)OC |&1:1| rac-1-tert-butyl 2-methyl (2R)-4-methyl-5-oxopyrrolidine-1,2-dicarboxylate